2-nitro-1H-1,3-benzodiazole [N+](=O)([O-])C1=NC2=C(N1)C=CC=C2